(R)-N-(1-(3-([2,2'-bithiophen]-5-yl)phenyl)ethyl)-5-(azetidin-3-ylamino)-2-methylbenzamide S1C(=CC=C1C=1C=C(C=CC1)[C@@H](C)NC(C1=C(C=CC(=C1)NC1CNC1)C)=O)C=1SC=CC1